C(C)(C)(C)C1=CC=C(C=C1)C=1C=C2CCN(C(C2=CC1)=O)C=1C=CC(=C(C1)NS(=O)(=O)CCC)O N-(5-(6-(4-(tert-butyl)phenyl)-1-oxo-3,4-dihydroisoquinolin-2(1H)-yl)-2-hydroxyphenyl)propane-1-sulfonamide